C(C1=CC=CC=C1)OC(=O)N(CC=CC1=C(N(C2=NC=CC(=C21)B(O)O)C(=O)OC(C)(C)C)C)C [3-[3-[benzyloxycarbonyl(methyl)amino]prop-1-enyl]-1-tert-butoxycarbonyl-2-methyl-pyrrolo[2,3-b]pyridin-4-yl]boronic acid